NC1=C(N=C(N1)C)N diamino-methyl-imidazole